1-((5S)-5-methyl-6-(3-methyl-4-(5-methyl-1H-indazol-4-yl)-2-quinolinyl)-2,6-diazaspiro[3.4]octan-2-yl)-2-propen-1-one C[C@H]1C2(CN(C2)C(C=C)=O)CCN1C1=NC2=CC=CC=C2C(=C1C)C1=C2C=NNC2=CC=C1C